3-([8-carbamoyl-6-[4-(morpholin-4-ylmethyl)phenyl]pyrido[3,2-d]pyrimidin-4-yl]amino)-5-fluoropiperidine-1-carboxylic acid tert-butyl ester C(C)(C)(C)OC(=O)N1CC(CC(C1)F)NC=1C2=C(N=CN1)C(=CC(=N2)C2=CC=C(C=C2)CN2CCOCC2)C(N)=O